C1=NC=CC=2NC=3C=C(C=CC3C21)C=2CCN(CC2)C(=O)OC(C)(C)C tert-butyl 4-[5H-pyrido[4,3-b]indol-7-yl]-3,6-dihydro-2H-pyridine-1-carboxylate